2-((2S)-1-acryloyl-4-(7-(8-chloronaphthalen-1-yl)-2-(((3R,4R)-4-methoxy-1-methylpyrrolidin-3-yl)oxy)-7,8-dihydro-5H-pyrano[4,3-d]pyrimidin-4-yl)piperazin-2-yl)acetonitrile C(C=C)(=O)N1[C@H](CN(CC1)C=1C2=C(N=C(N1)O[C@@H]1CN(C[C@H]1OC)C)CC(OC2)C2=CC=CC1=CC=CC(=C21)Cl)CC#N